F[C@H]1[C@]2(C[C@@H](C[C@@](C[C@@H]1OC=1N=CC(=NC1)C1=C(C=C(C=C1)N1C=NC=C1)O)(N2)C)C)C 2-(5-(((1R,2S,3S,5S,7R)-2-fluoro-1,5,7-trimethyl-9-azabicyclo[3.3.1]nonan-3-yl)oxy)pyrazin-2-yl)-5-(1H-imidazol-1-yl)phenol